7-((4-(6-chloro-3-cyano-1-methyl-2-oxo-1,2-dihydro-1,5-naphthyridin-4-yl)piperazin-1-yl)methyl)indoline-1-carboxylic acid tert-butyl ester C(C)(C)(C)OC(=O)N1CCC2=CC=CC(=C12)CN1CCN(CC1)C1=C(C(N(C2=CC=C(N=C12)Cl)C)=O)C#N